6-(4-(3-((S)-3-methoxy-2-((1-(4-methoxybenzyl)-6-oxo-5-(trifluoromethyl)-1,6-dihydropyridazin-4-yl)amino)propoxy)-2-oxopyrrolidin-1-yl)piperidin-1-yl)nicotinonitrile COC[C@@H](COC1C(N(CC1)C1CCN(CC1)C1=NC=C(C#N)C=C1)=O)NC=1C=NN(C(C1C(F)(F)F)=O)CC1=CC=C(C=C1)OC